ClC1=NC=C2NC(N(C2=N1)C1CCC2(CC2)CC1)=O 2-chloro-9-(spiro[2.5]oct-6-yl)-7,9-dihydro-8H-purin-8-one